ethyl 4-chloro-6-(2-furyl)-2-methylsulfanyl-pyrimidine-5-carboxylate ClC1=NC(=NC(=C1C(=O)OCC)C=1OC=CC1)SC